(2-(4'-pentyl-[1,1'-biphenyl]-4-carbonyl)hydrazine-1-thiocarbonyl)acetamide ethyl-2-(5-bromo-6-fluoro-2-oxo-1H-quinolin-3-yl)-2,2-difluoroacetate C(C)OC(C(F)(F)C=1C(NC2=CC=C(C(=C2C1)Br)F)=O)=O.C(CCCC)C1=CC=C(C=C1)C1=CC=C(C=C1)C(=O)NNC(=S)CC(=O)N